[Au].[Pt].[Ti].[Pt] platinum-titanium-platinum-gold